C(C)(C)(C)N1C(C=2CCN(CC2C=C1)C1=NC=2N(C=C1)N=CC2C=2C(=NC=CC2)OC)=O 2-(tert-butyl)-6-(3-(2-methoxypyridin-3-yl)pyrazolo[1,5-a]pyrimidin-5-yl)-5,6,7,8-tetrahydro-2,6-naphthyridin-1(2H)-one